C(C1=CC=CC=C1)N1N=CC(=C1)C1OC(C(NC1C)=O)C 6-(1-benzyl-1H-pyrazol-4-yl)-2,5-dimethylmorpholin-3-one